C1(CC1)C#CC=1C(=NC(=C(C(=O)NC2=CC(=NC=C2)S(N)(=O)=O)C1)N1CCC(CC1)(F)F)C(F)(F)F 5-(cyclopropylethynyl)-2-(4,4-difluoropiperidin-1-yl)-N-(2-sulfamoylpyridin-4-yl)-6-(trifluoromethyl)nicotinamide